CC(CC(=O)O)C=O 3-methyl-4-oxobutanoic acid